IC=1C=NN2C=NC(=C(C21)OC)C(C(F)(F)F)C 3-Iodo-4-methoxy-5-(1,1,1-trifluoropropan-2-yl)pyrazolo[1,5-c]pyrimidine